BrC=1C(=C(C(=NC1)N1C([C@@H]2C[C@@H]2C1)=O)Cl)C (1R,5S)-3-(5-bromo-3-chloro-4-methylpyridin-2-yl)-3-azabicyclo[3.1.0]hexan-2-one